F[C@@H]1[C@H]2CCC[C@@H](C1)N2 (1S,3R,5R,6S)-6-fluoro-8-azabicyclo[3.2.1]octan